N-phenyl-aminobenzoic acid C1(=CC=CC=C1)NC1=C(C(=O)O)C=CC=C1